4-pentyl-1,4-epidioxyphthalic acid C(CCCC)C12C=C(C(C(=O)O)(C=C1)OO2)C(=O)O